FC(C1=C2C=CC=NC2=CC(=C1)O)(F)F 5-(trifluoromethyl)quinolin-7-ol